FC1=CC=C(OC=2C=CC(=NC2)NC([C@H](C)N2CC(N(CC2)C(=O)C2=CNC(C(=C2)CO)=O)(C)C)=O)C=C1 (S)-N-(5-(4-fluorophenoxy)pyridin-2-yl)-2-(4-(5-(hydroxymethyl)-6-oxo-1,6-dihydropyridine-3-carbonyl)-3,3-dimethylpiperazin-1-yl)propanamide